CC(CN1C(C=CC1=O)=O)(CC(CCN1C(C=CC1=O)=O)C)C 1,1'-(2,2,4-Trimethylhexan-1,6-diyl)bis-1H-pyrrole-2,5-dion